tert-butyl N-[(3S)-1-[7-chloro-8-fluoro-2-(hexahydropyrrolizin-7a-ylmethoxy)pyrido[4,3-d]pyrimidin-4-yl]azepan-3-yl]carbamate ClC1=C(C=2N=C(N=C(C2C=N1)N1C[C@H](CCCC1)NC(OC(C)(C)C)=O)OCC12CCCN2CCC1)F